(2-Amino-3-tert-butoxy-propionyl)-hydrazinecarboxylic acid benzyl ester C(C1=CC=CC=C1)OC(=O)N(N)C(C(COC(C)(C)C)N)=O